CN1N=CC(=C1)C=1N=CC=2N(C1)N=CC2N2CCNCC2 6-(1-methyl-1H-pyrazol-4-yl)-3-(piperazin-1-yl)pyrazolo[1,5-a]pyrazine